COC1=C(C2=C(N=C1)N(C=C2)[Si](C(C)C)(C(C)C)C(C)C)C(=O)[C@@H]2CN(CC[C@@H]2C)C(=O)OC(C)Cl 1-chloroethyl cis-3-(5-methoxy-1-triisopropylsilyl-pyrrolo[2,3-b]pyridine-4-carbonyl)-4-methyl-piperidine-1-carboxylate